C1OCC2=CC(=CC=C12)S(=O)(=O)N1CC2(CCC2)CC1C 6-((1,3-Dihydroisobenzofuran-5-yl)sulfonyl)-7-methyl-6-azaspiro[3.4]octane